N-((S)-(4,4-Difluorocyclohexyl)(7-((R*)-1-(4,4,4-trifluorobutanamido)ethyl)imidazo[1,2-b]pyridazin-2-yl)methyl)-4-methyl-1,2,5-oxadiazole-3-carboxamide FC1(CCC(CC1)[C@H](NC(=O)C1=NON=C1C)C=1N=C2N(N=CC(=C2)[C@@H](C)NC(CCC(F)(F)F)=O)C1)F |o1:25|